(3S)-1,3-dimethylpiperidin-4-one CN1C[C@@H](C(CC1)=O)C